(5-(2,5-bis(4-toluenesulfonyloxy)benzenesulfonyl)oxy-5H-thiophen-2-ylidene)acetonitrile CC1=CC=C(C=C1)S(=O)(=O)OC1=C(C=C(C=C1)OS(=O)(=O)C1=CC=C(C)C=C1)S(=O)(=O)OC1C=CC(S1)=CC#N